FC(C(C)(C)C1=NC(=NO1)C(=O)Cl)(F)F 5-(1,1,1-trifluoro-2-methylpropan-2-yl)-1,2,4-oxadiazole-3-carbonyl chloride